2-allyl-4,6-dimethylphenol C(C=C)C1=C(C(=CC(=C1)C)C)O